O1C=C(C=C1)CO furane-3-methanol